4-((3-methyl-4-oxo-3,4-dihydroquinazolin-2-yl)methoxy)benzaldehyde CN1C(=NC2=CC=CC=C2C1=O)COC1=CC=C(C=O)C=C1